1-(3,5-bis(trifluoromethyl)phenyl)-3-(3-hydroxypropyl)urea FC(C=1C=C(C=C(C1)C(F)(F)F)NC(=O)NCCCO)(F)F